N-(4-((S*)-2-(2-Cyclopropylpyrimidin-5-yl)propyl)-6-(((R)-1-hydroxy-4-methylpentan-2-yl)amino)-1,3,5-triazin-2-yl)methanesulfonamide C1(CC1)C1=NC=C(C=N1)[C@H](CC1=NC(=NC(=N1)N[C@@H](CO)CC(C)C)NS(=O)(=O)C)C |o1:9|